4-(4-methyl-5-oxopiperazin-2-yl)benzoate CN1CC(NCC1=O)C1=CC=C(C(=O)[O-])C=C1